OC=O hydroxymethylene ether